4-((4-((4-(tert-butyl)phenyl)amino)cyclohexyl)amino)butan-1-ol C(C)(C)(C)C1=CC=C(C=C1)NC1CCC(CC1)NCCCCO